C1(=CC=CC=C1)C(=CC(=O)[O-])C1=CC=CC=C1 diphenylprop-2-enoate